BrC1=C(C(=CC(C1C)(O)Br)C)O 2,4-dibromo-3,6-dimethylbenzene-1,4-diol